C(CCC)NC(C(C(C)C)NC(CC1N(C(CC1)=O)CC1=C(C(=CC=C1)F)F)=O)=O N-Butyl-2-(2-(1-(2,3-difluorobenzyl)-5-oxopyrrolidin-2-yl)acetamido)-3-methylbutanamide